COC1=C(CN2CCP(CC2)(C=2C=NC(=CC2)NC2=CC(=C3C(=N2)NC=C3C(F)(F)F)NCC)=O)C=CC(=C1)OC 1-(2,4-dimethoxybenzyl)-4-(6-((4-(ethylamino)-3-(trifluoromethyl)-1H-pyrrolo[2,3-b]pyridin-6-yl)amino)pyridin-3-yl)-1,4-azaphosphinane 4-oxide